2-chloro-5-methylsulfanyl-4-(4-trifluoromethoxy-phenyl)-pyrimidine ClC1=NC=C(C(=N1)C1=CC=C(C=C1)OC(F)(F)F)SC